FC1=C(COC2=CC=CC=3N=C(SC32)CN3C(C(=CC=C3)NC([C@H](CC\C=C\C(=O)N(C)C)NC(OC(C)(C)C)=O)=O)=O)C=CC(=C1)F (S,E)-tert-butyl (1-((1-((7-((2,4-difluorobenzyl)oxy)benzo[d]thiazol-2-yl)methyl)-2-oxo-1,2-dihydropyridin-3-yl)amino)-7-(dimethylamino)-1,7-dioxohept-5-en-2-yl)carbamate